n-octylpropyltriethoxysilane C(CCCCCCC)C(C)O[Si](OCC)(OCC)CCC